C1(=CC(=CC=C1)C(C)NCC1=NC=C(C=C1)C(F)(F)F)C 1-(m-tolyl)-N-((5-(trifluoromethyl)pyridin-2-yl)methyl)ethan-1-amine